OC(C)(C)[C@H]1CN(CCC1)C1=CC=C(C=C1)NC1=NC=C(C2=C1C(NC2)=O)C2=C1C(=NC=C2)N(C=C1)C (R)-4-((4-(3-(2-hydroxypropan-2-yl)piperidin-1-yl)phenyl)amino)-7-(1-methyl-1H-pyrrolo[2,3-b]pyridin-4-yl)-1,2-dihydro-3H-pyrrolo[3,4-c]pyridin-3-one